OC=1C(C(=CN2C1C(N1[C@H](C=C[C@@H]([C@H]2C1)OC)C)=O)C(=O)NCC1=C(C=C(C=C1F)F)F)=O (3S,6S,7R)-12-hydroxy-6-methoxy-3-methyl-1,11-dioxo-N-(2,4,6-trifluorobenzyl)-1,6,7,11-tetrahydro-3H-2,7-methanopyrido[1,2-a][1,4]diazonine-10-carboxamide